10-hydroxybenzoquinolin OC1=CC=CC2=CC=C3C=CC=NC3=C21